ClC=1N=CC=C2C=CC(=NC12)NC12CCC(CC1)(CC2)C(C)=O 1-[4-[(8-Chloro-1,7-naphthyridin-2-yl)amino]-1-bicyclo[2.2.2]octyl]ethanone